FC=1C=NN(C(C1C)=O)[C@@H](C(=O)O)C |r| (rac)-2-(4-fluoro-5-methyl-6-oxo-pyridazin-1-yl)propanoic acid